N1C=CC=2C1=NC=C(C2)O 1H-pyrrolo[2,3-b]pyridin-5-ol